C(C)(C)(C)C=1C=C(C=C(C1)C(C)(C)C)C(=O)[O-] 3,5-di-tert-butylphenyl-format